1-(2,3-dichlorophenyl)-N-{2-fluoro-3-[6-oxo-4-(trifluoromethyl)-1,6-dihydropyrimidin-2-yl]-4-(trifluoromethyl)benzyl}piperidine-4-carboxamide ClC1=C(C=CC=C1Cl)N1CCC(CC1)C(=O)NCC1=C(C(=C(C=C1)C(F)(F)F)C=1NC(C=C(N1)C(F)(F)F)=O)F